mono(2-propylheptyl) ether C(CC)C(COCC(CCCCC)CCC)CCCCC